(S)-3-(5-(((S)-1-((2-((S*)-2-methyl-5-oxa-2-azaspiro[3.4]octan-7-yl)quinolin-6-yl)methyl)pyrrolidin-3-yl)oxy)-1-oxoisoindolin-2-yl)piperidine-2,6-dione CN1CC2(C1)OC[C@@H](C2)C2=NC1=CC=C(C=C1C=C2)CN2C[C@H](CC2)OC=2C=C1CN(C(C1=CC2)=O)[C@@H]2C(NC(CC2)=O)=O |o1:7|